(RS)-N-(3,5-dichlorophenyl)-2-(methoxymethyl)succinimide ClC=1C=C(C=C(C1)Cl)N1C([C@H](CC1=O)COC)=O |r|